N-ethyl-2,2-difluoroethane-1-amine C(C)NCC(F)F